2-bromo-1-(3,5-diisopropyl-[1,1'-biphenyl]-4-yl)-1H-naphtho[1,2-d]imidazole BrC1=NC2=C(N1C1=C(C=C(C=C1C(C)C)C1=CC=CC=C1)C(C)C)C1=CC=CC=C1C=C2